FC(C(=O)O)(F)F.N[C@H]1CN(CCC1)C(=O)C1=CC=2N(C=C1)C(=C(N2)C=2N(C1=CC=CC=C1C2)CC=2C=NC=NC2)C (R)-(3-Aminopiperidin-1-yl)(3-methyl-2-(1-(pyrimidin-5-ylmethyl)-1H-indol-2-yl)imidazo[1,2-a]pyridin-7-yl)methanone trifluoroacetate